CS(=O)CCCN=C=S 3-methylsulfinylpropylisothiocyanate